FC1(CC(C1)NC=1N=CC2=C(N1)NC=C2C=2C=C(C1=C(N(C(=N1)C)C(C)C)C2)F)F N-(3,3-difluorocyclobutyl)-5-(4-fluoro-1-isopropyl-2-methyl-1H-benzo[d]imidazol-6-yl)-7H-pyrrolo[2,3-d]pyrimidin-2-amine